BrC1=CC2=C(N(N=C2C=C1)C(C)C)CO (5-bromo-2-isopropyl-2H-indazol-3-yl)methanol